2-(2,6-dioxopiperidin-3-yl)-5-(methylamino)isoindole-1,3-dione O=C1NC(CCC1N1C(C2=CC=C(C=C2C1=O)NC)=O)=O